6-bromo-1-cyclopentyl-4-fluoro-1H-indole-2-carboxylic acid BrC1=CC(=C2C=C(N(C2=C1)C1CCCC1)C(=O)O)F